(3,4-dihydroquinolin-1(2H)-yl)(4-(5-(m-tolyl)-5-(trifluoromethyl)-4,5-dihydroisoxazol-3-yl)phenyl)methanone tert-Butyl-(octahydrocyclopenta[c]pyrrol-4-yl)carbamate C(C)(C)(C)N(C(O)=O)C1CCC2CNCC21.N2(CCCC1=CC=CC=C21)C(=O)C2=CC=C(C=C2)C2=NOC(C2)(C(F)(F)F)C=2C=C(C=CC2)C